N1OC(CCO1)C1OC2=CC=CC(=C2O1)NC(CC)=O N-(2-(2,6-dioxapiperidin-3-yl)-1,3-dioxaindolin-4-yl)propionamide